(R)-3-(4-(4-(1-((R)-1,1,1-trifluoropent-3-yl)-1H-pyrazol-4-yl)pyrazolo[1,5-a]pyrazin-6-yl)-1H-pyrazol-1-yl)propane-1,2-diol FC(C[C@@H](CC)N1N=CC(=C1)C=1C=2N(C=C(N1)C=1C=NN(C1)C[C@H](CO)O)N=CC2)(F)F